4-(Benzyl 2-((1-(tert-butoxycarbonyl)piperidin-4-yl)methoxy)ethyl)piperidine-1-carboxylate C(C1=CC=CC=C1)C(CC1CCN(CC1)C(=O)[O-])OCC1CCN(CC1)C(=O)OC(C)(C)C